5-(3-((4-(5-chloropyridin-2-yl)thiazol-2-yl)amino)phenyl)-2,5-dimethyl-1,1-dioxo-1,2,4-thiadiazin ClC=1C=CC(=NC1)C=1N=C(SC1)NC=1C=C(C=CC1)C1(N=CN(S(C1)(=O)=O)C)C